dibutyl-tin disuccinate C(CCC(=O)[O-])(=O)[O-].C(CCC(=O)[O-])(=O)[O-].C(CCC)[Sn+4]CCCC